4-(4-(3-oxa-7,9-diazabicyclo[3.3.1]nonan-9-yl)-2-((2,6-difluorotetrahydro-1H-pyrrolizin-7a(5H)-yl)methoxy)-8-fluoro-6-(trifluoromethyl)quinazolin-7-yl)-7-fluorobenzo[d]thiazol-2-amine C12COCC(CNC1)N2C2=NC(=NC1=C(C(=C(C=C21)C(F)(F)F)C2=CC=C(C1=C2N=C(S1)N)F)F)OCC12CC(CN2CC(C1)F)F